[4-bromo-2-(5-isoxazolyl)phenoxy]acetic acid BrC1=CC(=C(OCC(=O)O)C=C1)C1=CC=NO1